N1(C=NCC1)C(C)(C)N1C=NCC1 di-imidazolinylpropane